1-(6-bromo-1-methylindazol-3-yl)-3-[(4-methoxyphenyl)methyl]hexahydropyrimidine-2,4-dione BrC1=CC=C2C(=NN(C2=C1)C)N1C(N(C(CC1)=O)CC1=CC=C(C=C1)OC)=O